tert-butyl 3-(5-(3-cyano-6-(2-hydroxyethoxy) pyrazolo[1,5-a]pyridin-4-yl) pyridin-2-yl)-2,5-dihydro-1H-pyrrole-1-carboxylate C(#N)C=1C=NN2C1C(=CC(=C2)OCCO)C=2C=CC(=NC2)C=2CN(CC2)C(=O)OC(C)(C)C